2,4,6-triethyl-1,3,5-trioxane C(C)C1OC(OC(O1)CC)CC